N-[(1S)-1-(dicyclopropylmethyl)-2-[[5-(2-ethyl-1-oxido-pyridin-1-ium-3-yl)-6-fluoro-2-pyridyl]amino]-2-oxo-ethyl]-2-isopropyl-pyrazole-3-carboxamide C1(CC1)C([C@@H](C(=O)NC1=NC(=C(C=C1)C=1C(=[N+](C=CC1)[O-])CC)F)NC(=O)C=1N(N=CC1)C(C)C)C1CC1